NC1=CC(=NC(=N1)C1CC1)N1CCS(CC1)(=O)=O 4-(6-amino-2-cyclopropylpyrimidin-4-yl)-1λ6-thiomorpholine-1,1-dione